COC(=O)C1N(CC(C1)OCCCN(C)C)C(=O)OC(C)(C)C 4-[3-(dimethylamino)propoxy]pyrrolidine-1,2-dicarboxylic acid O1-tert-butyl ester O2-methyl ester